sodium 3-[2-ethoxy-5-methyl-[1,3,2]dioxasilinan-2-yl]propanethiolate C(C)O[Si]1(OCC(CO1)C)CCC[S-].[Na+]